C(C)OC1(N(CCC1)C)OCC 2,2-diethoxy-1-methylpyrrolidine